CC1SC2=C(CO1)C=CC=C2 Methyl-4H-3,1-benzoxathiin